[Si](C1=CC=CC=C1)(C1=CC=CC=C1)(C(C)(C)C)OCCCCN(CCCCCC=C)CCCCCC=C N-(4-((tert-Butyldiphenylsilyl)oxy)butyl)-N-(hept-6-en-1-yl)hept-6-en-1-amine